(1r,3r)-3-{3-(4-fluorophenyl)-4-[6-(1-methyl-1H-imidazol-4-yl)furo[2,3-d]pyrimidin-4-yl]-1H-pyrazol-1-yl}cyclobutane-1-carbonitrile FC1=CC=C(C=C1)C1=NN(C=C1C=1C2=C(N=CN1)OC(=C2)C=2N=CN(C2)C)C2CC(C2)C#N